3-(((1S,2R)-2-aminocyclohexyl)amino)-5-((4-(1-((1-(2-(2,6-dioxopiperidin-3-yl)-1,3-dioxoisoindolin-5-yl)pyrrolidin-3-yl)methyl)piperidin-4-yl)phenyl)amino)-1,2,4-triazine-6-carboxamide N[C@H]1[C@H](CCCC1)NC=1N=NC(=C(N1)NC1=CC=C(C=C1)C1CCN(CC1)CC1CN(CC1)C=1C=C2C(N(C(C2=CC1)=O)C1C(NC(CC1)=O)=O)=O)C(=O)N